N-(5-bromo-1,3-benzothiazol-2-yl)-2'-chloro-5'-methoxy-6-methyl-[4,4'-bipyridine]-3-carboxamide BrC=1C=CC2=C(N=C(S2)NC(=O)C=2C=NC(=CC2C2=CC(=NC=C2OC)Cl)C)C1